7-(4-(tert-Butoxycarbonyl)piperazin-1-yl)-5-formylbenzo[d][1,3]dioxole-4-carboxylic acid C(C)(C)(C)OC(=O)N1CCN(CC1)C1=CC(=C(C2=C1OCO2)C(=O)O)C=O